The molecule is a straight-chain, unsaturated fatty acid anion that is the conjugate base of trans-parinaric acid, arising from deprotonation of the carboxylic acid group. It is a long-chain fatty acid anion, a straight-chain fatty acid anion and a polyunsaturated fatty acid anion. It is a conjugate base of a trans-parinaric acid. CC/C=C/C=C/C=C/C=C/CCCCCCCC(=O)[O-]